methyl (S)-3-iodo-7-((3-methylpiperidin-1-yl) methyl)-1-tosyl-1H-pyrrolo[3,2-b]pyridine-5-carboxylate IC1=CN(C=2C1=NC(=CC2CN2C[C@H](CCC2)C)C(=O)OC)S(=O)(=O)C2=CC=C(C)C=C2